gamma-methacryloxypropyl-tri(beta-methoxyethoxy)silane Ethyl-[1,2,4]triazolo[1,5-a]pyrazine-6-carboxylate C(C)OC(=O)C=1N=CC=2N(C1)N=CN2.C(C(=C)C)(=O)OCCC[Si](OCCOC)(OCCOC)OCCOC